BrC=1C=C(N(N1)C1=NC=CC=C1Br)C(=O)O 5-bromo-2-(3-bromo-2-pyridinyl)pyrazole-3-carboxylic acid